(7R)-4-[(1R)-1-phenylethyl]-7-[4-(trifluoromethoxy)phenyl]-1,4-oxazepan-3-one C1(=CC=CC=C1)[C@@H](C)N1C(CO[C@H](CC1)C1=CC=C(C=C1)OC(F)(F)F)=O